(R)-1-(2-fluoroethyl)piperidin-3-amine FCCN1C[C@@H](CCC1)N